C(=O)O.C1(CCCCC1)NC1=NC(=NC=C1C)NC1=CC2=C(B(OC2)O)C=C1 5-((4-(cyclohexylamino)-5-methylpyrimidin-2-yl)amino)benzo[c][1,2]oxaborole-1(3H)-ol formate salt